FC(C(=O)O)(F)F.NCC(CC=1N(C(NN1)=O)C1=C(C(=CC=C1)C1=CC=C(C=C1)S(=O)(=O)C)C)=C(F)F [2-(aminomethyl)-3,3-difluoro-allyl]-4-[2-methyl-3-(4-methylsulfonylphenyl)phenyl]-1,2,4-triazol-3-one trifluoroacetate salt